BrC=1C=CC(=C(C1)NCCN(CCOC1=C(C=NN1C)C1=CC(=CN(C1=O)C)C(=O)OC)CC(F)F)[N+](=O)[O-] methyl 5-{5-[2-({2-[(5-bromo-2-nitrophenyl) amino] ethyl} (2,2-difluoroethyl) amino) ethoxy]-1-methylpyrazol-4-yl}-1-methyl-6-oxopyridine-3-carboxylate